3-methyl-1-trifluoromethyl-2,4-pentanediol benzoate Diphenylphosphonite C1(=CC=CC=C1)P(O)(O)C1=CC=CC=C1.C(C1=CC=CC=C1)(=O)O.CC(C(CC(F)(F)F)O)C(C)O